N-(benzhydrylcarbamoyl)-6,7-dihydro-5H-pyrazolo[5,1-b][1,3]oxazine-3-sulfonamide C(C1=CC=CC=C1)(C1=CC=CC=C1)NC(=O)NS(=O)(=O)C=1C=NN2C1OCCC2